C1(CCCCC1)[Si]1(C[Si](C1)(C)C1CCCCC1)C 1,3-dicyclohexyl-1,3-dimethyl-1,3-Disilacyclobutane